O=S1(CCN(CC1)C1=CC=2N(C=C1)N=CC2C(=O)N2CC1(C2)CC(C1)NC(=O)NC1=CC(=CC=C1)C(F)(F)F)=O 1-(2-(5-(1,1-dioxidothiomorpholino)pyrazolo[1,5-a]pyridine-3-carbonyl)-2-azaspiro[3.3]heptan-6-yl)-3-(3-(trifluoromethyl)phenyl)urea